FC1=C(C=C(C=C1)F)C=1N=C(SC1)N 4-(2,5-difluorophenyl)-1,3-thiazol-2-amine